(E)-3-(6-amino-pyridin-3-yl)-N-((5'-(5-(4,4-difluoro-piperidine-1-carbonyl)pyridin-2-yl)-[2,7'-bibenzo-furan]-2'-yl)methyl)acrylamide NC1=CC=C(C=N1)/C=C/C(=O)NCC=1OC2=C(C1)C=C(C=C2C=2OC1=C(C2)C=CC=C1)C1=NC=C(C=C1)C(=O)N1CCC(CC1)(F)F